N-((R)-1-(4-(cyclopropanesulfonamido)pyridin-2-yl)-2-((3aR,6aS)-tetrahydro-1H-furo[3,4-c]pyrrol-5(3H)-yl)ethyl)-5-(6-ethoxypyrazin-2-yl)thiazole-2-carboxamide C1(CC1)S(=O)(=O)NC1=CC(=NC=C1)[C@@H](CN1C[C@@H]2[C@H](C1)COC2)NC(=O)C=2SC(=CN2)C2=NC(=CN=C2)OCC